O=C1OC(CN1C1=NC2=C(OCC(N2)=O)N=C1)CC(CNC1CC2=C(C(=NC=C2F)C)C1)O 6-[2-Oxo-5-[3-[(4-fluoro-1-methyl-6,7-dihydro-5H-cyclopenta[c]pyridin-6-yl)amino]-2-hydroxypropyl]-1,3-oxazolidin-3-yl]-4H-pyrazino[2,3-b][1,4]oxazin-3-one